O=C1NC(CCC1N1C(C2=CC=C(C=C2C1=O)N1CCC2(CN(C2)CC(=O)N2CCC(CC2)C(=O)O)CC1)=O)=O 1-(2-(7-(2-(2,6-dioxopiperidin-3-yl)-1,3-dioxoisoindolin-5-yl)-2,7-diazaspiro[3.5]nonan-2-yl)acetyl)piperidine-4-carboxylic acid